ClC=1C=C(C=CC1F)NC1=C(N=C2N1C=C(N=C2)N2CCN(CC2)C)C=2C=CC=1N(C2)C(=NN1)CC N-(3-chloro-4-fluorophenyl)-2-(3-ethyl-[1,2,4]triazolo[4,3-a]pyridin-6-yl)-6-(4-methylpiperazin-1-yl)imidazo[1,2-a]pyrazin-3-amine